2-methyl-5-(trifluoromethyl)benzofuran-7-ol CC=1OC2=C(C1)C=C(C=C2O)C(F)(F)F